C(C1=CC=CC=C1)SC1=C(C=C(C=C1F)Cl)C(C)=O 1-(2-(benzylthio)-5-chloro-3-fluorophenyl)ethan-1-one